CC(C)(C)[S@@](=O)N[C@@H]1CCCC12CCN(CC2)C=2N(C(C(=CN2)SC=2C=1N(C=CC2)N=CC1)=O)C (R)-2-methyl-N-((R)-8-(1-methyl-6-oxo-5-(pyrazolo[1,5-a]pyridin-4-ylthio)-1,6-dihydropyrimidin-2-yl)-8-azaspiro[4.5]decan-1-yl)propane-2-sulfinamide